8-Chloro-N-(4,4-difluorocyclohexyl)-5,6-dihydrobenzo[f]imidazo[1,5-d][1,4]oxazepine-10-carboxamide ClC1=CC(=CC=2C=3N(CCOC21)C=NC3)C(=O)NC3CCC(CC3)(F)F